(2-fluoro-5-((2-(trifluoromethyl) pyridin-3-yl) thio) phenyl) carbamate C(N)(OC1=C(C=CC(=C1)SC=1C(=NC=CC1)C(F)(F)F)F)=O